Br.NCC(=O)NCC(=O)N glycylglycinamide hydrobromide